2-(4-acetyl-1H-pyrrole-2-carbonyl)-N-[(2S)-4-hydroxy-3-oxo-1-[(3S)-2-oxopyrrolidin-3-yl]butan-2-yl]-hexahydro-1H-cyclopenta[c]pyrrole-1-carboxamide C(C)(=O)C=1C=C(NC1)C(=O)N1C(C2C(C1)CCC2)C(=O)N[C@@H](C[C@H]2C(NCC2)=O)C(CO)=O